COC(=O)C1CC=C(CC1)C1=NC=C(C(=C1)C(N)=O)N 4-(5-amino-4-carbamoylpyridin-2-yl)cyclohex-3-ene-1-carboxylic acid methyl ester